C(C(=C)C)(=O)NCCCC=1NC=CN1 methacrylamidopropylimidazole